CC=1C(=NC=CC1)C(CC(=O)OCC)=O ethyl 3-(3-methylpyridin-2-yl)-3-oxopropionate